OC=1C=CC2=C(SC=C2C2C(=C(NC(=C2C#N)C)C)C#N)C1 4-(6-Hydroxybenzo[b]thiophen-3-yl)-2,6-dimethyl-1,4-dihydropyridin-3,5-dicarbonitril